1-((2-(3,6-diazabicyclo[3.1.1]heptan-3-yl)-7-(thiazol-2-yl)benzo[d]oxazol-4-yl)oxy)-1,1-difluoropropan-2-ol C12CN(CC(N1)C2)C=2OC1=C(N2)C(=CC=C1C=1SC=CN1)OC(C(C)O)(F)F